NC1=NC(=NC=C1)NC1=CC(=C(C(=O)N([C@H]2CNCCC2)C2=NC=CC3=CC=CC(=C23)C)C=C1)F (R)-4-((4-aminopyrimidin-2-yl)amino)-2-fluoro-N-(8-methylisoquinolin-1-yl)-N-(piperidin-3-yl)benzamide